COC(=O)C1(CCC2(C(=CC3=CC=CC=C23)\C=C\OCC)CC1)NC1=CC(=CC=C1)Cl (1r,4r)-4-(3-Chloroanilino)-2'-[(E)-2-ethoxyvinyl]spiro[cyclohexane-1,1'-indene]-4-carboxylic acid methyl ester